C(C)(=O)N1CC2C(C1)CN(C2)C(=O)C=2C=C1CCN(C(C1=CC2)=O)CC(CN2CC1=CC=CC=C1CC2)O 6-(5-acetyloctahydropyrrolo[3,4-c]pyrrole-2-carbonyl)-2-(3-(3,4-dihydroisoquinolin-2(1H)-yl)-2-hydroxypropyl)-3,4-dihydroisoquinolin-1(2H)-one